BrC1=CC2=C(C3=C(O2)C(=CC=C3)Cl)C=C1 7-bromo-4-chlorodibenzo[b,d]furan